3-benzyl-5-(4-methoxyphenyl)pyrazin-2-amine hydrochloride Cl.C(C1=CC=CC=C1)C=1C(=NC=C(N1)C1=CC=C(C=C1)OC)N